ethylenebis(3,4-epoxycyclohexanecarboxylate) C(CC1(CC2C(CC1)O2)C(=O)[O-])C2(CC1C(CC2)O1)C(=O)[O-]